(2R,3R)-3-amino-2-(2,4-difluorophenyl)-1-(1H-1,2,4-triazol-1-yl)butan-2-ol N[C@@H]([C@@](CN1N=CN=C1)(O)C1=C(C=C(C=C1)F)F)C